C(#N)[C@H](C[C@H]1C(NCCC1)=O)NC(=O)[C@H]1N(C[C@H]2[C@@H]1CCC2)C([C@H](C(C)(C)C)NC(=O)C2OCCC2)=O (1S,3aR,6aS)-N-((S)-1-cyano-2-((S)-2-oxopiperidin-3-yl)ethyl)-2-((2S)-3,3-dimethyl-2-(tetrahydrofuran-2-carboxamido)butanoyl)octahydrocyclopenta[c]pyrrole-1-carboxamide